6-acetyl-8-cyclopentyl-5-methyl-2-[(5-piperazin-1-yl-2-pyridinyl)amino]pyrido[2,3-d]-pyrimidin-7-one C(C)(=O)C1=C(C2=C(N=C(N=C2)NC2=NC=C(C=C2)N2CCNCC2)N(C1=O)C1CCCC1)C